[12C6,14N2]-L-lysine [14NH2][12C@@H]([12CH2][12CH2][12CH2][12CH2][14NH2])[12C](=O)O